(3-Methoxyphenylsulfonyl)-2-((6-methoxypyridin-3-yl)methyl)phthalazin-1(2H)-one COC=1C=C(C=CC1)S(=O)(=O)C1=NN(C(C2=CC=CC=C12)=O)CC=1C=NC(=CC1)OC